FC1=CC=C(C=C1)[C@@H](C1CCN(CC1)C(=O)C=1C=CC2=C(NC(CO2)=O)C1)C1=NC(=CC=C1)F 6-[4-[(R)-(4-Fluorophenyl)-(6-fluoro-2-pyridyl)methyl]piperidin-1-carbonyl]-4H-1,4-benzoxazin-3-on